FC(C(=O)O)(F)F.FC(C(=O)O)(F)F.CCC propane bis(trifluoroacetate)